C1=CC(=CC(=C1)F)C(=O)NC2=NC=C(C=C2)N N-(5-aminopyridin-2-yl)-3-fluorobenzamide